C(C1=CC=CC=C1)N1CCC(CC1)(N)C1=NC=C(C=C1)Cl 1-benzyl-4-(5-chloropyridin-2-yl)piperidin-4-amine